fluorobiotin FC(C(O)=O)CCC[C@@H]1SC[C@@H]2NC(=O)N[C@H]12